(3S,4S)-1-(5-(methylamino)nicotinyl)-4-((6-(trifluoromethyl)pyridin-3-yl)methoxy)Pyrrolidine CNC=1C=NC=C(CN2CC[C@@H](C2)OCC=2C=NC(=CC2)C(F)(F)F)C1